4-((2-methyl-4-nitrophenyl)thio)piperidine CC1=C(C=CC(=C1)[N+](=O)[O-])SC1CCNCC1